C(#N)CC1CCC(CC1)N1C(=NC=2C1=C1C(=NC2)NC=C1)CNC(=O)NC1=CC=CC=C1 1-((1-((1r,4r)-4-(cyanomethyl)cyclohexyl)-1,6-dihydroimidazo[4,5-d]pyrrolo[2,3-b]pyridin-2-yl)methyl)-3-phenylurea